tert-butyl 7-fluoro-5-oxa-2-azaspiro[3.5]nonane-2-carboxylate FC1COC2(CN(C2)C(=O)OC(C)(C)C)CC1